BrC=1C(=NC(=CC1)N1N=C(C=C1)C(F)(F)F)C(=O)OC methyl 3-bromo-6-(3-(trifluoromethyl)-1H-pyrazol-1-yl)picolinate